C1(CCCCC1)(C1CCCCC1)C(=O)Cl [1,1'-bi(cyclohexane)]-1-carbonyl chloride